OB1OCC2=C1C=CC(=C2)C(=O)N[C@H](C(=O)O)[C@H](C)NC(=O)C=2C=CC1=C(B(OC1)O)C2 (2S,3S)-2-(1-hydroxy-1,3-dihydrobenzo[c][1,2]oxaborole-5-carboxamido)-3-(1-hydroxy-1,3-dihydrobenzo[c][1,2]oxaborole-6-carboxamido)butanoic acid